C(C)(C)(C)OC(=O)N1C(C2=C(CC1)N=C(S2)C=2C(=NC(=CC2)N2CCC(CC2)CO)F)=O.C(#N)CC[Si](OCC)(OCC)C beta-cyanoethyl-methyl-diethoxysilane tert-butyl-2-(2-fluoro-6-(4-(hydroxymethyl)piperidin-1-yl)pyridin-3-yl)-4-oxo-6,7-dihydrothiazolo[5,4-c]pyridine-5(4H)-carboxylate